3-chloro-4-((6-methoxypyridin-2-yl)methoxy)aniline tert-butyl-4-(1-(2-fluoro-4-nitrophenyl)piperidin-4-yl)piperazine-1-carboxylate C(C)(C)(C)OC(=O)N1CCN(CC1)C1CCN(CC1)C1=C(C=C(C=C1)[N+](=O)[O-])F.ClC=1C=C(N)C=CC1OCC1=NC(=CC=C1)OC